F[P-](F)(F)(F)(F)F.F[P-](F)(F)(F)(F)F.ClC[N+]12CC[N+](CC1)(CC2)F 1-Chloromethyl-4-fluoro-1,4-diazoniabicyclo[2.2.2]octane bis(hexafluorophosphate)